(S)-1-(3-nitrophenyl)ethan-1-amine [N+](=O)([O-])C=1C=C(C=CC1)[C@H](C)N